(2-(4-(5-chloro-2-methoxyphenyl)-6-methylnicotinamido)thiazolo[4,5-b]pyrazin-6-yl)boronic acid ClC=1C=CC(=C(C1)C1=CC(=NC=C1C(=O)NC=1SC=2C(=NC=C(N2)B(O)O)N1)C)OC